2,2'-(Phenyl-imino)diethanol C1(=CC=CC=C1)N(CCO)CCO